1-{2-[2-(diethylamino)ethoxy]naphthalene-1-carbonyl}naphthalen-2-ol C(C)N(CCOC1=C(C2=CC=CC=C2C=C1)C(=O)C1=C(C=CC2=CC=CC=C12)O)CC